methyl (2S)-2-[[6-[(2S)-2-(tert-butoxycarbonylamino)-3,3-dimethyl-butanoyl]-6-azaspiro[3.4]octane-7-carbonyl]amino]-3-[(3R)-5,5-dimethyl-2-oxo-pyrrolidin-3-yl]propanoate C(C)(C)(C)OC(=O)N[C@H](C(=O)N1CC2(CCC2)CC1C(=O)N[C@H](C(=O)OC)C[C@H]1C(NC(C1)(C)C)=O)C(C)(C)C